nitro-[1,1'-biphenyl]-4-ol [N+](=O)([O-])C1=C(C=CC(=C1)O)C1=CC=CC=C1